1-hexadecyl-2,3-dimethylimidazole p-toluenesulfonate CC1=CC=C(C=C1)S(=O)(=O)O.C(CCCCCCCCCCCCCCC)N1C(N(C=C1)C)C